2-amino-1-(3-methoxy-2,6-dimethylphenyl)-5-methyl-1H-imidazo[1,2-a]pyrrolo[3,2-e]pyridine-3-carbonitrile NC1=C(C=2C=C(C=3N(C2N1C1=C(C(=CC=C1C)OC)C)C=CN3)C)C#N